6-fluoro-2-methyl-3,4-dihydroquinoline FC=1C=C2CCC(=NC2=CC1)C